N-(4-((5-chloro-4-fluoro-2-(2-hydroxypropan-2-yl)phenyl)amino)-7-methoxyquinazolin-6-yl)acrylamide ClC=1C(=CC(=C(C1)NC1=NC=NC2=CC(=C(C=C12)NC(C=C)=O)OC)C(C)(C)O)F